7-fluoro-6-[5-(1-hydroxy-1-methyl-ethyl)pyrimidin-2-yl]-2-[(4S)-4-[[6-oxo-5-(trifluoromethyl)-1H-pyridazin-4-yl]amino]pentyl]isoquinolin-1-one FC1=C(C=C2C=CN(C(C2=C1)=O)CCC[C@H](C)NC=1C=NNC(C1C(F)(F)F)=O)C1=NC=C(C=N1)C(C)(C)O